2-(((1S)-1-(5-(2,3-bis(4-chlorophenyl)cyclopropyl)-1,2,4-oxadiazol-3-yl)ethyl)carbamoyl)-4-methoxypyridin-3-yl acetate C(C)(=O)OC=1C(=NC=CC1OC)C(N[C@@H](C)C1=NOC(=N1)C1C(C1C1=CC=C(C=C1)Cl)C1=CC=C(C=C1)Cl)=O